O=C1NC(CCC1N1C(C2=CC=CC(=C2C1)SCCC1=CC=C(C=C1)CC(=O)N1CCC(CC1)C1CCNC=2N1N=C(C2C(=O)N)C2=CC=C(C=C2)OC2=CC=CC=C2)=O)=O 7-(1-(2-(4-(2-((2-(2,6-dioxopiperidin-3-yl)-1-oxoisoindoline-4-yl)thio)Ethyl)phenyl)acetyl)piperidin-4-yl)-2-(4-phenoxyphenyl)-4,5,6,7-tetrahydropyrazolo[1,5-a]pyrimidine-3-formamide